O=C1N(CCC(N1)=O)C1=C(C=C(C=C1)N1CCC(CC1)C=O)F 1-(4-(2,4-dioxotetrahydropyrimidine-1(2H)-yl)-3-fluorophenyl)piperidin-4-carboxaldehyde